C\C=C(/CC)\C1=CC=C(C=C1)[C@H](C)NC=1N=CC2=C(N1)N(C(C=C2)=O)C(C)C 2-{[(1S)-1-{4-[(2E)-pent-2-en-3-yl]phenyl}ethyl]amino}-8-(prop-2-yl)pyrido[2,3-d]pyrimidin-7(8H)-one